((2R,3S,5R)-5-(2-chloro-6-(spiro[3.5]nonane-2-carboxamido)-9H-purin-9-yl)-2-ethynyl-3-hydroxytetrahydrofuran-2-yl)methyl 3-(2-acetoxy-4,6-dimethylphenyl)-3-methylbutanoate C(C)(=O)OC1=C(C(=CC(=C1)C)C)C(CC(=O)OC[C@]1(O[C@H](C[C@@H]1O)N1C2=NC(=NC(=C2N=C1)NC(=O)C1CC2(C1)CCCCC2)Cl)C#C)(C)C